tert-butyl N-cyclopropyl-N-[1-[7-[(8-fluoro-2-methyl-[1,2,4]triazolo[1,5-a]pyridin-6-yl)carbamoyl]-2-methyl-indazol-4-yl]-4-piperidyl]carbamate C1(CC1)N(C(OC(C)(C)C)=O)C1CCN(CC1)C=1C2=CN(N=C2C(=CC1)C(NC=1C=C(C=2N(C1)N=C(N2)C)F)=O)C